NCCC=1C=NC(=NC1)C1=C(C=C(C#N)C=C1)OC1=CC(=NC=C1C)N1CCOCC1 4-[5-(2-aminoethyl)pyrimidin-2-yl]-3-(5-methyl-2-morpholin-4-ylpyridin-4-yl)oxybenzonitrile